2-hydroxy-isoflavanone OC1OC2=CC=CC=C2C(C1C1=CC=CC=C1)=O